COC1=NC=CC(=C1)C1=CC=2C(=NC=CC2N2C[C@H]3CCC(C2)N3C3CC(C3)C#N)N1 (1r,3r)-3-(3-(2-(2-methoxypyridin-4-yl)-1H-pyrrolo[2,3-b]pyridin-4-yl)-3,8-diazabicyclo[3.2.1]oct-8-yl)cyclobutane-1-carbonitrile